1-(4-chlorophenyl)-N-((3R,5R)-5-fluoropiperidin-3-yl)pyrido[3,4-d]pyridazin-4-amine ClC1=CC=C(C=C1)C1=C2C(=C(N=N1)N[C@H]1CNC[C@@H](C1)F)C=NC=C2